CC1=C(NC(=C1)S(=O)(=O)N1CCN(CC1)C)C(=O)N 3-methyl-5-((4-methylpiperazin-1-yl)sulfonyl)-1H-pyrrole-2-carboxamide